CC1C(C(=O)OCCC1)(C)C Trimethyl-ε-caprolacton